Cobalt Oxid [Co]=O